ClC=1C=C(C=CC1F)C(C=1NC(=CN1)S(=O)(=O)N1CC(NCC1)C)C1=CC(=C(C=C1)F)Cl 1-((2-(bis(3-chloro-4-fluorophenyl)methyl)-1H-imidazol-5-yl)sulfonyl)-3-methylpiperazine